N4-cyclohexyl-3-(furan-2-yl)-N6-(2-methoxy-4-morpholinophenyl)-1H-pyrazolo[3,4-d]pyrimidine-4,6-diamine C1(CCCCC1)NC1=C2C(=NC(=N1)NC1=C(C=C(C=C1)N1CCOCC1)OC)NN=C2C=2OC=CC2